4,5-dihydro-2H-pyrazolo[4,3-c]pyridine-7-carboxamide N=1NC=C2CNC=C(C21)C(=O)N